N-((5-(5-(difluoromethyl)-1,3,4-oxadiazol-2-yl)pyrazin-2-yl)methyl)-N-phenylmethanesulfonamide FC(C1=NN=C(O1)C=1N=CC(=NC1)CN(S(=O)(=O)C)C1=CC=CC=C1)F